N-[4-[[2-(2-methoxyphenyl)-1H-pyrrolo[3,2-c]pyridin-4-yl]amino]phenyl]acetamide COC1=C(C=CC=C1)C1=CC=2C(=NC=CC2N1)NC1=CC=C(C=C1)NC(C)=O